FC1=CC=C(C=C1)C1=C(COC2=CC=C(C=C12)OC)CO (4-(4-fluorophenyl)-6-methoxy-2H-chromen-3-yl)methanol